FC1=C2C=CN(C2=C(C=C1)C(=O)NC1CC2(CCC2)C1)CC1=CC=C(C=C1)C1=NC(=CC=C1)C(NC)=O (Sa)-6-(4-Fluoro-1-(4-(6-(methylcarbamoyl)pyridin-2-yl)benzyl)-1H-indol-7-carboxamido)spiro[3.3]heptan